C(C)(C)(C)[Al](C(C)(C)C)C(C)(C)C tri(tert-butyl)aluminum